C1(CC1)C(C=1C=C(C(=O)O)C=C(C1)C(F)(F)F)(F)F 3-[cyclopropyl-(difluoro)methyl]-5-(trifluoromethyl)benzoic acid